ClC1=CC=C2CN(C(C2=C1OC)=O)C1C(NC(CC1)=O)=O 3-(6-chloro-7-methoxy-1-oxoisoindolin-2-yl)piperidine-2,6-dione